2-[2-[(4-methylbenzenesulfonyl)oxy]ethoxy]ethanol CC1=CC=C(C=C1)S(=O)(=O)OCCOCCO